The molecule is a fluoroamino acid that is lysine with a difluoromethyl group at position 2. It has a role as a metabolite. It derives from a lysine. C(CCN)CC(C(F)F)(C(=O)O)N